BrC1=C(C(=C(C(=O)OC)C=C1F)N1CCOCC1)F methyl 4-bromo-3,5-difluoro-2-morpholin-4-ylbenzoate